(S)-1-(2-pyridyl)ethylamine N1=C(C=CC=C1)[C@H](C)N